1,4-butanedialdehyde tert-butyl-N-[(3R)-1-[4-ethoxy-5-(2-methylpyrazolo[1,5-a]pyridin-5-ylcarbamoyl)-pyrimidin-2-yl]pyrrolidin-3-yl]-N-methylcarbamate C(C)(C)(C)OC(N(C)[C@H]1CN(CC1)C1=NC=C(C(=N1)OCC)C(NC1=CC=2N(C=C1)N=C(C2)C)=O)=O.C(CCC=O)=O